COC(CNC1CCN(CC1)C(=O)OC(C)(C)C)=O tert-butyl 4-[(2-methoxy-2-oxoethyl)amino]piperidine-1-carboxylate